FC(C1=NN=C(O1)C=1C=CC(=NC1)CN(C(=O)N1CC(SCC1)C)C1=CC=CC=C1)F N-[[5-[5-(difluoromethyl)-1,3,4-oxadiazol-2-yl]-2-pyridinyl]methyl]-2-methyl-N-phenyl-thiomorpholine-4-carboxamide